N1CC(C1)N(C=1C=CC(=C(C(=O)N[C@H](C)C2=CC3=C(SC=C3)C=C2)C1)C)C (R)-5-(azetidin-3-yl(methyl)amino)-N-(1-(benzo[b]thiophen-5-yl)ethyl)-2-methylbenzamide